(E)-3-(4-((E)-2-(2,4-dichlorophenyl)-1-(7-fluoro-1H-indol-5-yl)but-1-en-1-yl)phenyl)acrylic acid ClC1=C(C=CC(=C1)Cl)/C(=C(/C=1C=C2C=CNC2=C(C1)F)\C1=CC=C(C=C1)/C=C/C(=O)O)/CC